FC1=C2C=C(NC2=C(C(=C1)F)F)C(=O)N 4,6,7-trifluoro-1H-indole-2-formamide